4-(5-aminopyridin-2-yl)Piperazine-1-carboxylic acid tert-butyl ester C(C)(C)(C)OC(=O)N1CCN(CC1)C1=NC=C(C=C1)N